beryllium (2,4-pentanedione) CC(CC(C)=O)=O.[Be]